FC1=C(C=CC(=C1)S(=O)(=O)C)C=1N=C2N(C=CC(=C2)C)C1C[C@H]1CN(CCO1)C(=O)OC methyl (S)-2-((2-(2-fluoro-4-(methylsulfonyl)phenyl)-7-methylimidazo[1,2-a]pyridin-3-yl)methyl)morpholine-4-carboxylate